N=1C=CN2C1C=CC=C2C2=CC=C(C=C2)NC([C@H](C2CCC(CC2)C)NC(OC(C)(C)C)=O)=O tert-butyl ((S)-2-((4-(imidazo[1,2-a]pyridin-5-yl)phenyl)amino)-1-((1r,4S)-4-methylcyclohexyl)-2-oxoethyl)carbamate